trans-3-(3-(2-((4-aminocyclohexyl)amino)-5-fluoropyrimidin-4-yl)phenyl)-1,3-oxazinan-2-one N[C@@H]1CC[C@H](CC1)NC1=NC=C(C(=N1)C=1C=C(C=CC1)N1C(OCCC1)=O)F